6-(4-fluoro-3-isopropyl-5-(4-(2-methoxyethyl)piperazin-1-yl)-1H-pyrrolo[2,3-c]pyridin-2-yl)-8-methoxy-[1,2,4]triazolo[1,5-a]pyridine FC1=C2C(=CN=C1N1CCN(CC1)CCOC)NC(=C2C(C)C)C=2C=C(C=1N(C2)N=CN1)OC